O=C1OC2=CC(=CC=C2C2=C1C=C(C=C2)C(NCCN2CCCCC2)=O)CC(=O)O.CN2C(C(OCC2)=C2CCC(CC2)=O)=O 4-methyl-2-(4-oxocyclohexylidene)morpholin-3-one 6-oxo-8-((2-(piperidin-1-yl)ethyl)carbamoyl)-6H-benzo[c]chromen-3-yl-acetate